ClC1=NC(=CC(=C1)C=1C(=NN2C1N=C(C=C2)C(=O)NCC2CC(C2)O)C2=CC(=CC=C2)C#N)C 3-(2-chloro-6-methyl-4-pyridinyl)-2-(3-cyanophenyl)-N-[(3-hydroxycyclobutyl)methyl]pyrazolo[1,5-a]pyrimidine-5-carboxamide